C(C)(C)(C)OC(=O)N1CC(C(=CC1)F)(C(=O)O)C 4-fluoro-3-methyl-3,6-dihydropyridine-1,3(2H)-dicarboxylic acid-1-(tert-butyl)ester